BrC1=NC=2N(C(N(C(C2N1C)=O)CC1=CC(=C(C=C1)Cl)F)=O)C 8-bromo-3,7-dimethyl-1-(4-chloro-3-fluorobenzyl)-3,7-dihydro-1H-purine-2,6-dione